ClCC1=CC=C(C=C1)C(C)N1C2COC(C1)C2 5-(1-(4-(chloromethyl)phenyl)ethyl)-2-oxa-5-azabicyclo[2.2.1]heptane